2-Bromo-5-(bromomethyl)-1-methyl-4-nitro-1H-imidazole BrC=1N(C(=C(N1)[N+](=O)[O-])CBr)C